4-(chlorosulfonyl)-3-nitrobenzoic acid ClS(=O)(=O)C1=C(C=C(C(=O)O)C=C1)[N+](=O)[O-]